ClC1=C(OCC(=O)OCCN(C)C)C=CC(=C1)Cl 2-(dimethylamino)ethyl 2-(2,4-dichlorophenoxy)acetate